N-pentyl-N-phenyl-trifluoroacetamide tert-Butyl-(R)-(1-nitrosopiperidin-3-yl)carbamate C(C)(C)(C)N(C(O)=O)[C@H]1CN(CCC1)N=O.C(CCCC)N(C(C(F)(F)F)=O)C1=CC=CC=C1